C(C)(=O)NC1=NC=C(C(=C1)NC(OC(C)(C)C)=O)C=C tert-butyl (2-acetamido-5-vinylpyridin-4-yl)carbamate